The molecule is an acyl-CoA that results from the formal condensation of the thiol group of coenzyme A with the carboxy group of 2-oxepin-2(3H)-ylideneacetic acid. It is a conjugate acid of a 2-oxepin-2(3H)-ylideneacetyl-CoA(4-). CC(C)(COP(=O)(O)OP(=O)(O)OC[C@@H]1[C@H]([C@H]([C@@H](O1)N2C=NC3=C(N=CN=C32)N)O)OP(=O)(O)O)[C@H](C(=O)NCCC(=O)NCCSC(=O)/C=C\\4/CC=CC=CO4)O